FC1(CCN(CC1)C=1C=C2CN(C(C2=CC1)=O)C1C(NC(CC1)=O)=O)CN1CCNCC1 3-{5-[4-fluoro-4-(piperazin-1-ylmethyl)piperidin-1-yl]-1-oxo-3H-isoindol-2-yl}piperidine-2,6-dione